C(C)C1=NC(=NO1)C=1C=C2CC[C@H](C2=CC1)NC(=O)C1=CN(C(C=C1)=O)C (R)-N-(5-(5-ethyl-1,2,4-oxadiazol-3-yl)-2,3-dihydro-1H-inden-1-yl)-1-methyl-6-oxo-1,6-dihydropyridine-3-carboxamide